F[C@H]1CN2C(=CCC2(C1)C(=O)OC)C1=CC=C(C=C1)OC Methyl (6R)-6-fluoro-3-(4-methoxyphenyl)-6,7-dihydro-1H-pyrrolizine-7a(5H)-carboxylate